C(C)(C)(C)OC(=O)N1CC=C(CC1)C=1C=C2C=NN(C2=CC1C)C1=CC=C(C=C1)F 4-(1-(4-fluorophenyl)-6-methyl-1H-indazol-5-yl)-5,6-dihydropyridine-1(2H)-carboxylic acid tert-butyl ester